(Ethyl 2,4,6-trimethylbenzoyl) phenylphosphonate (Ethyl (2,4,6-trimethylbenzoyl) phenyl phosphinate) C(C)C1=C(C=CC=C1)P(O)(=O)C(C1=C(C=C(C=C1C)C)C)=O.C1(=CC=CC=C1)P(OC(C1=C(C(=C(C=C1C)C)CC)C)=O)(O)=O